3-[3-fluoro-4-[4-hydroxy-4-(2-methoxy-2-oxo-ethyl)-1-piperidyl]anilino]propanoic acid FC=1C=C(NCCC(=O)O)C=CC1N1CCC(CC1)(CC(=O)OC)O